FC1(CC(N(C1)C)C(=O)N1CCN(CC1)C=O)F (4-(4,4-difluoro-1-methylpyrrolidine-2-carbonyl)piperazin-1-yl)methanone